OC1CN(C1)C(=O)O[C@@H]1CC[C@H](CC1)C(N(C[C@@H]1CC[C@H](CC1)C1=CC(=C(C=C1)OC)C)C1=NC=CC(=C1)C1=CN=C(S1)C1CC1)=O trans-4-((4-(2-Cyclopropylthiazol-5-yl) pyridin-2-yl)((trans-4-(4-methoxy-3-methylphenyl)cyclohexyl)methyl) carbamoyl)cyclohexyl 3-hydroxyazetidine-1-carboxylate